N1(CCCCCC1)C=1C=C(C=CC1C(=O)N1CCN(CC1)CC1=NOC=C1)NC(=O)C1CC1 N-(3-(azepan-1-yl)-4-(4-(isoxazol-3-ylmethyl)piperazine-1-carbonyl)phenyl)cyclopropanecarboxamide